6-(4-(7-((7-cyclobutoxy-4-oxo-3,4-dihydrophthalazin-1-yl)methyl)benzo[d]isoxazol-3-yl)piperazin-1-yl)nicotinonitrile C1(CCC1)OC1=CC=C2C(NN=C(C2=C1)CC1=CC=CC=2C(=NOC21)N2CCN(CC2)C2=NC=C(C#N)C=C2)=O